COC(C1=C(C=C(C=C1OC)N1CCC(CC1)C(OC)OC)C=O)=O 4-[4-(Dimethoxymethyl)-1-piperidinyl]-2-formyl-6-methoxy-benzoic acid methyl ester